N-(3-chlorobenzyl)-4-(2-((1-methyl-1H-pyrazol-5-yl)amino)pyrimidin-4-yl)oxazole-2-carboxamide ClC=1C=C(CNC(=O)C=2OC=C(N2)C2=NC(=NC=C2)NC2=CC=NN2C)C=CC1